t-butoxycarbonylTert-butyl carbamate C(N)(OC(CC(=O)OC(C)(C)C)(C)C)=O